ClC1=CC=C(C=C1)C1=C(C[C@](CC1)(C(=O)N1C(OC[C@H]1C1=CC=CC=C1)=O)C)C(=O)OC methyl (S)-4'-chloro-4-methyl-4-((R)-2-oxo-4-phenyloxazolidine-3-carbonyl)-3,4,5,6-tetrahydro-[1,1'-biphenyl]-2-carboxylate